BrC1=NC=CN=C1C(F)(F)F 2-bromo-3-(trifluoromethyl)pyrazine